amino-2-cyclopropylisonicotinic acid Ethyl ester C(C)OC(C1=C(C(=NC=C1)C1CC1)N)=O